N-[4-(1,1-dioxo-1,4-thiazinane-4-carbonyl)-3-[3-(trifluoromethyl)piperidin-1-yl]phenyl]cyclopropanecarboxamide O=S1(CCN(CC1)C(=O)C1=C(C=C(C=C1)NC(=O)C1CC1)N1CC(CCC1)C(F)(F)F)=O